BrC1=C2C=3C=CC=CC3N3C2C(C=C1)=C1C(C2C3NCCC2)C=CC=C1 11-bromo-1,2,3,4,4a,16b-hexahydrobenzo[4,5]pyrido[3',2':6,7]azepino[3,2,1-jk]carbazole